C(#N)C1=C(N=C2N(C1=O)C=C(C=C2[C@@H](C)NC2=C(C(=O)O)C=CC=C2)C)N2CCN(CC2)C2=CC(=CC=C2)C#N (R)-2-((1-(3-cyano-2-(4-(3-cyanophenyl)piperazin-1-yl)-7-methyl-4-oxo-4H-pyrido[1,2-a]pyrimidin-9-yl)ethyl)amino)benzoic acid